2-Fluoro-3-(1H-pyrazol-3-yl)benzoic acid FC1=C(C(=O)O)C=CC=C1C1=NNC=C1